CC1=C(C=CC(=C1)C)C1CCC=2C(N(C=NC2C1)C1=NC=CC=C1)=O 7-(2,4-dimethylphenyl)-3-(pyridin-2-yl)-5,6,7,8-tetrahydroquinazolin-4(3H)-one